OC1(CCC(CC1)CNC1=C(C=C(C=N1)S(=O)(=O)N)[N+](=O)[O-])C 6-((((1R,4r)-4-hydroxy-4-methylcyclohexyl)methyl)amino)-5-nitropyridine-3-sulfonamide